5-(5-((3,6-difluoro-4-oxo-4,5-dihydropyrazolo[1,5-a]quinoxalin-7-yl)methyl)-3-methyl-5,6-dihydropyrrolo[3,4-c]pyrazol-2(4H)-yl)-N-methylpicolinamide FC=1C=NN2C1C(NC1=C(C(=CC=C21)CN2CC1=NN(C(=C1C2)C)C=2C=CC(=NC2)C(=O)NC)F)=O